O=C1NC(CC[C@H]1N1C(N(C2=C1C=CC(=C2)C2=CC=C(C=C2)CC(=O)NC2=CC1=CC(=C(C(=C1C=C2)F)N2S(NC(C2)=O)(=O)=O)O)C)=O)=O 2-[4-[1-[(3R)-2,6-dioxo-3-piperidyl]-3-methyl-2-oxo-benzimidazol-5-yl]phenyl]-N-[5-fluoro-7-hydroxy-6-(1,1,4-trioxo-1,2,5-thiadiazolidin-2-yl)-2-naphthyl]acetamide